ClC=1C=C(C=C(C1)Cl)NC=1SC=C(N1)C=1SC=CN1 N-(3,5-dichlorophenyl)-[2,4'-bithiazole]-2'-amine